CN(C=1N=C(C(=NC1CC)C(=O)N)NC1=CC(=CC=C1)CCNC([C@H](C)N(C)C\C=C\C(=O)N(C)C)=O)C (S,E)-5-(dimethylamino)-3-((3-(2-(2-((4-(dimethylamino)-4-oxobut-2-en-1-yl)(methyl)amino)propanamido)ethyl)phenyl)amino)-6-ethylpyrazine-2-carboxamide